CC(CC1=C(C=2C(C3=CC=CC=C3C(C2C=C1)=O)=O)C(CCCCCCCCCCCCCC)C)CC(CCCCCCCCCCC)C 2,4-dimethyl-pentadecyl-1-(1-methylpentadecyl)-anthraquinone